4,5,6-trinitrom-xylene [N+](=O)([O-])C1=C(C=C(C(=C1[N+](=O)[O-])[N+](=O)[O-])C)C